tert-butyl 4-(2-(4-formyl-3,5-dimethylphenoxy)ethyl)piperazine-1-carboxylate C(=O)C1=C(C=C(OCCN2CCN(CC2)C(=O)OC(C)(C)C)C=C1C)C